bis(4-(dibenzo[b,d]thiophen-4-yl)phenyl)diphenylsilane C1=CC=C(C=2SC3=C(C21)C=CC=C3)C3=CC=C(C=C3)[Si](C3=CC=CC=C3)(C3=CC=CC=C3)C3=CC=C(C=C3)C3=CC=CC2=C3SC3=C2C=CC=C3